BrCC1=CC=C(C=C1)OC 4-(bromomethyl)anisole